NC1=NC(=C(C(=N1)OC)CCC#N)OC 3-(2-amino-4,6-dimethoxy-pyrimidin-5-yl)propionitrile